3-[4-[4-[(4R)-3,3-difluoro-4-piperidyl]piperazin-1-yl]-3-methyl-2-oxo-benzimidazol-1-yl]piperidine-2,6-dione FC1(CNCC[C@H]1N1CCN(CC1)C1=CC=CC=2N(C(N(C21)C)=O)C2C(NC(CC2)=O)=O)F